5-((5-chloro-4-(3-(pyridin-3-yl)phenyl)pyrimidin-2-yl)amino)pyridin-3-ylbenzamide ClC=1C(=NC(=NC1)NC=1C=C(C=NC1)C1=C(C(=O)N)C=CC=C1)C1=CC(=CC=C1)C=1C=NC=CC1